chloro(tert-butyl)dimethylsilane Cl[Si](C)(C)C(C)(C)C